CN1CCC(CC1)C(=O)NC=1SC2=C(N1)C=CC(=C2)S(NC2=CC=CC=C2)(=O)=O 1-methyl-N-(6-(phenylsulfamoyl)benzothiazol-2-yl)piperidine-4-carboxamide